NCC=1C=C2CN(C(C2=CC1)=O)C1(C(NC(CC1)=O)=O)C 3-(5-(aminomethyl)-1-oxoisoindolin-2-yl)-3-methylpiperidine-2,6-dione